BrC=1C=CC(=C(C1)S(=O)(=O)N)CBr 5-bromo-2-(bromomethyl)benzenesulfonamide